NC1=NC=C(N=C1C(C1=C(C(=C(C(=C1[2H])[2H])[2H])[2H])[2H])([2H])[2H])Br 2-amino-3-(1,1-dideuterio-1-(2,3,4,5,6-pentadeuterophenyl)methyl)-5-bromo-pyrazine